5-bromo-4-methoxybenzo[c][1,2,5]oxadiazole 1-oxide BrC1=C(C=2C(=[N+](ON2)[O-])C=C1)OC